BrC1=CC=C(C=C1)NC1=CC=C(C=C1)C1=CC=CC=C1 N-(4-bromophenyl)-(1,1-biphenyl)-4-amine